ClC1=C(C=2N(C=C1)N=C(N2)NC2CCN(CC2)S(=O)(=O)C)OC 7-chloro-8-methoxy-N-(1-(methylsulfonyl)piperidin-4-yl)-[1,2,4]triazolo[1,5-a]pyridin-2-amine